C(#N)C=1C(=NC(=CC1C)C)N1[C@H](C[C@H](C1)N(C1CNCC1)C)C(=O)N(C=1C=C(C=CC1)C)CC (2R,4R)-1-(3-cyano-4,6-dimethylpyridin-2-yl)-N-ethyl-4-(methyl-(pyrrolidin-3-yl)amino)-N-(m-tolyl)pyrrolidine-2-carboxamide